bis(6-(10H-phenothiazin-10-yl)pyrene-1-yl)(phenyl)phosphorus oxide C1=CC=CC=2SC3=CC=CC=C3N(C12)C1=C2C=CC3=CC=C(C4=CC=C(C=C1)C2=C43)P(C4=CC=CC=C4)(C4=CC=C3C=CC2=C(C=CC1=CC=C4C3=C21)N2C1=CC=CC=C1SC=1C=CC=CC21)=O